C1CCN2CC=CC12C#N tetrahydro-pyrrolizine-7a-carbonitrile